ClC1=C(N=C2N(C1=O)C=C(N=C2C2=C(C=C(C(=C2)F)F)F)[C@H]2C[C@@H](OCC2)C=2C=NN(C2)C2CC2)C 3-chloro-7-((2R,4R)-2-(1-cyclopropyl-1H-pyrazol-4-yl)tetrahydro-2H-pyran-4-yl)-2-methyl-9-(2,4,5-trifluorophenyl)-4H-pyrazino[1,2-a]pyrimidin-4-one